OC1CC2=C(C3=C(NC(N(C3=O)C=3C=C4C=CN(C4=CC3)C)=O)S2)CC1 7-hydroxy-3-(1-methyl-1H-indol-5-yl)-5,6,7,8-tetrahydrobenzo[4,5]thieno[2,3-d]pyrimidine-2,4(1H,3H)-dione